(2R)-1-methoxypropan-2-amine hydrochloride Cl.COC[C@@H](C)N